FC1(CCC(CC1)N(C(OC(C)(C)C)=O)C1=NC(=NC(=C1)N1CCOCC1)C=1SC=C(N1)C=O)F tert-butyl (4,4-difluorocyclohexyl)(2-(4-formylthiazol-2-yl)-6-morpholinopyrimidin-4-yl)carbamate